ClC1=CC=C(C=C1)C1=NN(C[C@@H]1C1=CC=CC=C1)C1=NN(C(N1[C@@H](C(=O)NCCO)C)=O)CC1=CC=C(C=C1)Cl (2R)-2-[3-[(4S)-3-(4-chlorophenyl)-4-phenyl-4,5-dihydropyrazol-1-yl]-1-[(4-chlorophenyl)methyl]-5-oxo-1,2,4-triazol-4-yl]-N-(2-hydroxyethyl)propanamide